N-(tert-butyl)-3-((2-((2-methoxy-4-(4-(4-methylpiperazin-1-yl)piperidin-1-yl)phenyl)amino)-5-methylpyrimidin-4-yl)amino)benzenesulfonamide C(C)(C)(C)NS(=O)(=O)C1=CC(=CC=C1)NC1=NC(=NC=C1C)NC1=C(C=C(C=C1)N1CCC(CC1)N1CCN(CC1)C)OC